2-[(2-Methoxybenzoyl)amino]-N-(2-morpholin-4-ylethyl)benzamid COC1=C(C(=O)NC2=C(C(=O)NCCN3CCOCC3)C=CC=C2)C=CC=C1